chloro-3-(1H-imidazol-1-yl)-5-methoxy-1-methyl-2-(3-(trifluoromethyl)-1H-1,2,4-triazol-5-yl)-1H-indole ClC1=C2C(=C(N(C2=CC=C1OC)C)C1=NC(=NN1)C(F)(F)F)N1C=NC=C1